CC1=CN=C2C(=O)NC(=O)N=C2N1CCO The molecule is a pteridine that is lumazine substituted with a 2-hydroxyethyl group at position 8 and a methyl group at position 7; one of 20 modifications to the potent microbial riboflavin-based metabolite antigen 5-(2-oxopropylideneamino)-6-D-ribityl aminouracil (5-OP-RU), an activator of mucosal-associated invariant T (MAIT) cells when presented by the MR1 protein (reported in MED:32123373). It derives from a lumazine.